C1(CC1)(C=1OC2C(N1)C=1C=CC=CC1C2)C=2OC1C(N2)C=2C=CC=CC2C1 2,2'-cyclopropylidenebis[3A,8A-dihydro-8H-indeno[1,2-D]oxazole]